(4aR,9aR)-7-(4-(4-ethylphenyl)butyl)-2,3,4,4a,9,9a-hexahydro-1H-carbazol-1-one C(C)C1=CC=C(C=C1)CCCCC1=CC=C2[C@H]3CCCC([C@@H]3NC2=C1)=O